4-Chloro-7-(4-{4-[4-(dibutoxymethyl)piperidin-1-yl]phenyl}piperidin-1-yl)-1H-indazole-3-carbonitrile ClC1=C2C(=NNC2=C(C=C1)N1CCC(CC1)C1=CC=C(C=C1)N1CCC(CC1)C(OCCCC)OCCCC)C#N